OP(O)OP(O)O.C(C)(C)(C)C1=C(C(=CC(=C1)C)C(C)(C)C)C(O)(C(CO)(CO)CO)C1CCCCC1 (2,6-di-t-butyl-4-methylphenyl)cyclohexyl-pentaerythritol diphosphite